Tert-butyl N-methyl-N-piperidin-4-ylcarbamate CC(C)(C)OC(=O)N(C)C1CCNCC1